ClC=1C=C(C=CC1F)C(C=1NC(=C(N1)S(=O)(=O)C)C)O[C@@H]1CC[C@@H](CC1)OC 2-[(3-chloro-4-fluorophenyl)({[(cis)-4-methoxycyclohexyl]oxy})methyl]-4-methanesulfonyl-5-methyl-1H-imidazole